CC1=C(C#N)C=CC=C1C(C)NC1=NN=C(C2=CC(=C(C=C12)NC)C(=O)N1CC2(CC2)CC1)C 2-Methyl-3-(1-((4-methyl-7-(methylamino)-6-(5-azaspiro[2.4]heptane-5-carbonyl)phthalazin-1-yl)amino)ethyl)benzonitrile